N-tert-butyl-benzothiazolesulfonamide C(C)(C)(C)NS(=O)(=O)C=1SC2=C(N1)C=CC=C2